[Si](C1=CC=CC=C1)(C1=CC=CC=C1)(C(C)(C)C)O[C@@H]1C[C@@H](N(C1)C(=O)OCC1=CC=CC=C1)CO Benzyl (2R,4R)-4-((tert-butyldiphenylsilyl)oxy)-2-(hydroxymethyl)pyrrolidine-1-carboxylate